5-(4-bromo-2,6-dichloro-phenoxy)-2-hydroxy-N-[1-(methylsulfanyl-methyl)cyclopropyl]benzenesulfonamide BrC1=CC(=C(OC=2C=CC(=C(C2)S(=O)(=O)NC2(CC2)CSC)O)C(=C1)Cl)Cl